ethyl 3-bromo-2-methyl-4-oxo-2,4,5,6-tetrahydrocyclopenta[c]pyrrole-1-carboxylate BrC1=C2C(=C(N1C)C(=O)OCC)CCC2=O